BrC=1N=CC=2N(C1)C(=CN2)C(C)C 6-bromo-3-isopropyl-imidazo[1,2-a]pyrazine